O=C1NC(CCC1N1N=C(C2=CC=C(C=C2C1=O)N1CCC(CC1)C(=O)O)C)=O 1-(3-(2,6-dioxopiperidin-3-yl)-1-methyl-4-oxo-3,4-dihydrophthalazin-6-yl)piperidin-4-Carboxylic acid